dihydrazine oxalate nitrate [N+](=O)(O)[O-].C(C(=O)O)(=O)O.NN.NN